N1C(NCC12CCCCC2)=O 1,3-diazaspiro[4.5]Decan-2-one